8-[3-[2-[2-(2-aminoethoxy)ethoxy]ethylcarbamoyloxy]-2-[8-(1-octylnonyloxy)-8-oxooctyloxy]propoxy]octanoic acid 1-octylnonyl ester C(CCCCCCC)C(CCCCCCCC)OC(CCCCCCCOCC(COC(NCCOCCOCCN)=O)OCCCCCCCC(=O)OC(CCCCCCCC)CCCCCCCC)=O